Methyloleat COC(CCCCCCC\C=C/CCCCCCCC)=O